OC1=CC=C(C[C@H]2C(N(C[C@H]3N2C([C@@H](N(C3)C)CC(C)C)=O)CCC3=CC=C(C=C3)O)=O)C=C1 (3S,6S,9aS)-6-(4-hydroxybenzyl)-8-(4-hydroxyphenethyl)-3-isobutyl-2-methylhexahydro-4H-pyrazino[1,2-a]pyrazine-4,7(6H)-dione